rac-(2R*,3S*)-3-(p-tolylthio)tetrahydrofuran-2-carboxylic acid C1(=CC=C(C=C1)S[C@@H]1[C@H](OCC1)C(=O)O)C |r|